N1=C(C=CC=C1C1=C(C=CC=C1)C=1C(=C(C=C(C1)C(C)(C)C1=CC=CC=C1)C(C)(C)C1=CC=CC=C1)O)C1=C(C=CC=C1)C=1C(=C(C=C(C1)C(C)(C)C1=CC=CC=C1)C(C)(C)C1=CC=CC=C1)O 2',2'''-(pyridine-2,6-diyl)bis(3,5-bis(2-phenylpropane-2-yl)-[1,1'-biphenyl]-2-ol)